The molecule is dianion of N-acetyl-D-hexosamine 1-phosphate arising from deprotonation of both phosphate OH groups. It is a conjugate base of a N-acetyl-D-hexosamine 1-phosphate. CC(=O)NC1C(C([C@H](OC1OP(=O)([O-])[O-])CO)O)O